4'-Hydroxy-3,5-dimethoxystilbene OC1=CC=C(C=CC2=CC(=CC(=C2)OC)OC)C=C1